[K+].CN1CCC(CC1)C(=O)[O-].C1(OC(CO1)F)=O Fluoroethylene carbonate N-methylpiperidine-4-carboxylate potassium salt